FC1=CC(=C(C=C1)N1N=C(C=C1CN1C=NC=C1)C)C(C)O 1-({1-[4-fluoro-2-(1-hydroxyethyl)phenyl]-3-methyl-1H-pyrazol-5-yl}methyl)-1H-imidazole